N'-cyclohexyl-N,N-dimethylpentanamidine C1(CCCCC1)N=C(CCCC)N(C)C